N-furoyl-6-(2-methoxy-5-fluoro-4-methylbenzenesulfonamido)-1,2,3,4-tetrahydroquinoline O1C(=CC=C1)C(=O)N1CCCC2=CC(=CC=C12)NS(=O)(=O)C1=C(C=C(C(=C1)F)C)OC